4,7-DIFLUORO-2-(4-ETHYLPHENYL)-1H-INDOLE-3-CARBOXALDEHYDE FC1=C2C(=C(NC2=C(C=C1)F)C1=CC=C(C=C1)CC)C=O